C(C=C)OC1(CCC1)C1=C(C=CC(=C1)C(F)(F)F)Br 2-[1-(allyloxy)cyclobutyl]-1-bromo-4-(trifluoromethyl)benzene